N-(1H-indazol-3-yl)-4-morpholino-6-(pyridin-4-yl)furo[3,2-d]pyrimidin-2-amine hydrochloride Cl.N1N=C(C2=CC=CC=C12)NC=1N=C(C2=C(N1)C=C(O2)C2=CC=NC=C2)N2CCOCC2